N(N)C1(CCN(CC1)C(=O)C1(CCC1)C)C (4-hydrazino-4-methyl-1-piperidyl)-(1-methylcyclobutyl)methanone